BrC=1C2=C(C=NC1)N=C(O2)N(CC2=C(C=C(C=C2)OC)OC)CC2CC2 7-bromo-N-(cyclopropylmethyl)-N-(2,4-dimethoxybenzyl)oxazolo[4,5-c]pyridin-2-amine